O.O.Cl.C=1C=CCN2C=CC=CC12 quinolizine hydrochloride dihydrate